NC1=NC=C(C(=C1)N1C[C@H]([C@@H](CC1)C)NC(OC(C)(C)C)=O)C=1C=NN(C1)C1CCOCC1 tert-Butyl ((3S,4R)-1-(2-amino-5-(1-(tetrahydro-2H-pyran-4-yl)-1H-pyrazol-4-yl)pyridin-4-yl)-4-methylpiperidin-3-yl)carbamate